N(=[N+]=[N-])C1C(C(C2=CC=CC=C12)=O)=O azido-indenedione